OC(CC)[C@H]1CC[C@H]2[C@@H]3CC[C@@H]4C[C@@](CC[C@@H]4[C@H]3CC[C@]12C)(O)C (3R,5R,8R,9R,10S,13S,14S,17S)-17-(1-hydroxypropyl)-3,13-dimethylhexadecahydro-1H-cyclopenta[a]phenanthren-3-ol